2-iodo-3-(1-acetylpiperazinyl)naphthoquinone IC=1C(C2=CC=CC=C2C(C1C1N(CCNC1)C(C)=O)=O)=O